3-(6-((4R,5S)-4-((5-chloro-4-((1-methyl-2-oxoindolin-5-yl)amino)pyrimidin-2-yl)(methyl)amino)-5-methyl-2-oxopiperidin-1-yl)-1-methyl-1H-indazol-3-yl)piperidine-2,6-dione ClC=1C(=NC(=NC1)N([C@@H]1CC(N(C[C@@H]1C)C1=CC=C2C(=NN(C2=C1)C)C1C(NC(CC1)=O)=O)=O)C)NC=1C=C2CC(N(C2=CC1)C)=O